Tert-Butyl-4-(6-cyano-2,3-dioxo-2,3-dihydropyrido[2,3-b]pyrazin-4(1H)-yl)piperidine tert-Butyl-6-carbamoyl-1,4-oxazepane-4-carboxylate C(C)(C)(C)OC(=O)N1CCOCC(C1)C(N)=O.C(C)(C)(C)N1CCC(CC1)N1C2=C(NC(C1=O)=O)C=CC(=N2)C#N